1-(1H-Benzimidazol-5-yl)-5-{2,3-difluoro-4-[5-(methoxymethyl)thiophen-3-yl]phenyl}imidazolidin-2-one N1C=NC2=C1C=CC(=C2)N2C(NCC2C2=C(C(=C(C=C2)C2=CSC(=C2)COC)F)F)=O